N'-(2,5-Dimethyl-4-{[3-(pentafluoroethoxy)phenyl]sulfanyl}-phenyl)-N-ethyl-N-methylimidoformamid CC1=C(C=C(C(=C1)SC1=CC(=CC=C1)OC(C(F)(F)F)(F)F)C)N=CN(C)CC